CCCCCCCC#CC 8-decyne